(±)-2-(2-(7-(3-(Aminomethyl)-2-fluorophenyl)-4-methoxybenzofuran-5-yl)-4-methyl-3,4-dihydro-2H-benzo[b][1,4]oxazin-8-yl)acetic acid ethyl ester C(C)OC(CC1=CC=CC2=C1O[C@@H](CN2C)C=2C=C(C1=C(C=CO1)C2OC)C2=C(C(=CC=C2)CN)F)=O |r|